N1=C(C=NC=C1)CC(=O)N1CCC2(C(C2)CNC(=O)N2CC=3C=NC=CC3C2)CC1 N-[[6-(2-pyrazin-2-ylacetyl)-6-azaspiro[2.5]octan-2-yl]methyl]-1,3-dihydropyrrolo[3,4-c]pyridine-2-carboxamide